ClC1=CC(N(C=C1)C(C)C=1C=NN(C1)C=1C=NC=C(C1)N1CCCC1)=O 4-chloro-1-(1-(1-(5-(pyrrolidin-1-yl)pyridin-3-yl)-1H-pyrazol-4-yl)ethyl)pyridin-2(1H)-one